N-[2-(Benzyl-methyl-amino)-4-oxo-4H-quinazolin-3-yl]-2-(4-methanesulfonyl-phenyl)-acetamide C(C1=CC=CC=C1)N(C1=NC2=CC=CC=C2C(N1NC(CC1=CC=C(C=C1)S(=O)(=O)C)=O)=O)C